C(CC)[C@H]1CN(CC1)[C@H](C(=O)N)CC (S)-2-((R)-3-propyl-pyrrolidin-1-yl)butyramide